4-((R)-4-benzyl-2-oxooxazolidin-3-yl)-3-((benzyloxy)methyl)-4-oxobutanal C(C1=CC=CC=C1)[C@H]1N(C(OC1)=O)C(C(CC=O)COCC1=CC=CC=C1)=O